C(C)(C)(C)OC=1C=C(C=CC1OC(C)(C)C)CCC(=O)O 3-(3,4-di-tert-butoxyphenyl)propionic acid